OC(CCCC)=O oxahexan-2-one